BrC=1C=C2C(N(C(=NC2=CC1)[C@@H](CCC)N1CCN([C@@H](CC1)C)C)CC)=O 6-bromo-2-((R)-1-((R)-4,5-dimethyl-1,4-diazepan-1-yl)butyl)-3-ethylquinazolin-4(3H)-one